5-((1R,3S)-3-butyl-6-methoxy-2-propynoyl-1,2,3,4-tetrahydroisoquinolin-1-yl)-N-cyclobutylpyridinecarboxamide C(CCC)[C@@H]1N([C@H](C2=CC=C(C=C2C1)OC)C=1C=CC(=NC1)C(=O)NC1CCC1)C(C#C)=O